Sodium 2,6-anhydro-3,4,5-trideoxy-4-(2H-indazol-2-yl)-5-(2,2,2-trifluoroacetamido)-D-glycero-D-galacto-non-2-enonate N=1N(C=C2C=CC=CC12)[C@H]1C=C(C(=O)[O-])O[C@H]([C@@H]1NC(C(F)(F)F)=O)[C@H](O)[C@H](O)CO.[Na+]